ClC1=NC=C(C(=N1)C=1CN(CC1)C(=O)OC(C)(C)C)Cl tert-butyl 3-(2,5-dichloropyrimidin-4-yl)-2,5-dihydropyrrole-1-carboxylate